(7S)-4,7-difluoro-7-isopropyl-N-[(1R)-3-[2-[(dimethylamino)methyl]-1-piperidyl]-1-(6-pyridazin-4-yl-3-pyridyl)propyl]-6,8-dihydro-5H-acridine-2-carboxamide FC1=CC(=CC2=CC=3C[C@@](CCC3N=C12)(C(C)C)F)C(=O)N[C@H](CCN1C(CCCC1)CN(C)C)C=1C=NC(=CC1)C1=CN=NC=C1